COCCOC(=O)C=1C=CC=2C(C3=CC=CC=C3SC2C1)=O 3-(2-methoxyethoxycarbonyl)-thioxanthone